C(C1=CC=CC=C1)OC1=CC=C2C=C(C=NC2=C1)Br 7-benzyloxy-3-bromoquinolin